C1(=CC=CC=C1)COC=1C(=C(C=CC1)O)OCC1=CC=CC=C1 di(phenylmethoxy)phenol